C1(CCCCC1)OC1=CC=C(C=C1)C1=NC(=CN2C1=NS(CC2)(=O)=O)C 9-[4-(Cyclohexyloxy)phenyl]-7-methyl-3,4-dihydropyrazino[2,1-c][1,2,4]thiadiazine 2,2-dioxide